1,3-Dimethylpyrimidin-2,4,6(1H,3H,5H)-trion CN1C(N(C(CC1=O)=O)C)=O